F[P-](F)(F)(F)(F)F.N1=NN(C2=NC=CC=C21)O[P+](N2CCCC2)(N2CCCC2)N2CCCC2 (3H-1,2,3-triazolo[4,5-b]pyridine-3-oxy)tris-1-pyrrolidinylphosphonium hexafluorophosphate